1-Methoxy-3-nitro-5-((4-(tri-fluoromethyl)cyclohexyl)oxy)-benzene COC1=CC(=CC(=C1)OC1CCC(CC1)C(F)(F)F)[N+](=O)[O-]